[C@H]12CN(C[C@H](CC1)N2)C=2C1=C(N=C(N2)OCC23N(CCCCC2)CC(C3)=C)C(=C(N=C1)C1=CC=CC3=CC=C(C(=C13)C#C)F)F 4-((1R,5S)-3,8-diazabicyclo[3.2.1]octan-3-yl)-7-(8-ethynyl-7-fluoronaphthalen-1-yl)-8-fluoro-2-((2-methylenehexahydro-1H-pyrrolo[1,2-a]azepin-9a(5H)-yl)methoxy)pyrido[4,3-d]pyrimidine